[N-]=C=O.[N-]=C=O.C=CCC buten diisocyanate